acetylvanillin (4-Formyl-2-methoxyphenyl acetate) C(=O)C1=CC(=C(C=C1)CC(=O)O)OC.C(C)(=O)C(=O)C1=CC(OC)=C(O)C=C1